dimethyl-i-propylamine CN(C(C)C)C